N-(4-chlorophenyl)-2-oxo-2-phenylacetamide ClC1=CC=C(C=C1)NC(C(C1=CC=CC=C1)=O)=O